5-(benzyloxy)-2-(difluoromethyl)-N-[(5-oxopyrrolidin-2-yl)methyl]-1-benzothiophene-3-carboxamide C(C1=CC=CC=C1)OC=1C=CC2=C(C(=C(S2)C(F)F)C(=O)NCC2NC(CC2)=O)C1